4-methyl-N-[[3-methyl-2-(1-methylimidazol-2-yl)-1H-indol-5-yl]methyl]pyrimidine-5-carboxamide CC1=NC=NC=C1C(=O)NCC=1C=C2C(=C(NC2=CC1)C=1N(C=CN1)C)C